NC1=NC=C(C=C1C1=NC=C(C=C1)C(N(C)C)=O)C1=C2C(=NC=C1)NC(=C2)C(=O)NCC2=CC=CC=C2 4-(2'-amino-5-(dimethylcarbamoyl)-[2,3'-bipyridyl]-5'-yl)-N-benzyl-1H-pyrrolo[2,3-b]pyridine-2-carboxamide